4-[[2-(4-chlorophenyl)phenyl]methyl]piperazin-1-yl-[N-[4-[[(2R)-4-(dimethylamino)-1-phenylsulfanylbutan-2-yl]amino]-3-nitrophenyl]sulfonylbenzamide] ClC1=CC=C(C=C1)C1=C(C=CC=C1)CN1CCN(CC1)C1=C(C(=O)NS(=O)(=O)C2=CC(=C(C=C2)N[C@@H](CSC2=CC=CC=C2)CCN(C)C)[N+](=O)[O-])C=CC=C1